4-[[4-[[(1S)-2-hydroxy-1-phenyl-ethyl]amino]-5-(1-methyltetrazol-5-yl)pyrimidin-2-yl]amino]-N,N,2-trimethyl-benzamide OC[C@H](C1=CC=CC=C1)NC1=NC(=NC=C1C1=NN=NN1C)NC1=CC(=C(C(=O)N(C)C)C=C1)C